(2R)-2-(6-{5-chloro-2-[(1H-pyrazol-4-yl)amino]pyrimidin-4-yl}-1-oxo-2,3-dihydro-1H-isoindol-2-yl)-N-[(1S)-1-(3-fluoro-5-methoxyphenyl)-2-hydroxyethyl]propanamide ClC=1C(=NC(=NC1)NC=1C=NNC1)C1=CC=C2CN(C(C2=C1)=O)[C@@H](C(=O)N[C@H](CO)C1=CC(=CC(=C1)OC)F)C